3-(8-(4-(trifluoromethyl)isoquinolin-3-yl)imidazo[1,2-a]pyridin-5-yl)propionic acid FC(C1=C(N=CC2=CC=CC=C12)C=1C=2N(C(=CC1)CCC(=O)O)C=CN2)(F)F